COC1=CC=C(CNCCCC(C(=O)N2CCC(CC2)N2N=CC(=C2)C2=NC3=CC=CC=C3N=C2)(C)C)C=C1 5-((4-methoxybenzyl)amino)-2,2-dimethyl-1-(4-(4-(quinoxalin-2-yl)-1H-pyrazol-1-yl)piperidin-1-yl)pentan-1-one